N-(1-(4,4-difluoropiperidin-1-yl)-2,7-naphthyridin-3-yl)-4-iodo-2-(6-azaspiro[2.5]octan-6-yl)benzamide FC1(CCN(CC1)C1=NC(=CC2=CC=NC=C12)NC(C1=C(C=C(C=C1)I)N1CCC2(CC2)CC1)=O)F